methyl-(1S,3S)-2,2-difluoro-3-((4-(2-((((R)-1-(o-tolyl)ethoxy)carbonyl)amino)-1H-pyrrol-1-yl)phenyl)carbamoyl)cyclopropane-1-carboxylic acid C[C@@]1(C([C@@H]1C(NC1=CC=C(C=C1)N1C(=CC=C1)NC(=O)O[C@H](C)C1=C(C=CC=C1)C)=O)(F)F)C(=O)O